methyl (R)-3-(6-((5-isopropyl-1H-pyrazol-3-yl)amino)-1H-pyrazolo[3,4-b]pyrazin-1-yl)-2-methylpropanoate C(C)(C)C1=CC(=NN1)NC1=CN=C2C(=N1)N(N=C2)C[C@H](C(=O)OC)C